[K+].C(CC(=O)[O-])(=O)OC monomethyl malonate monopotassium salt